3-Benzyl 8-(tert-butyl) (1R,2S,5S)-2-((S)-2,2,2-trifluoro-1-((trimethylsilyl)oxy)ethyl)-3,8-diazabicyclo[3.2.1]octane-3,8-dicarboxylate FC([C@@H](O[Si](C)(C)C)[C@@H]1[C@H]2CC[C@@H](CN1C(=O)OCC1=CC=CC=C1)N2C(=O)OC(C)(C)C)(F)F